C(C)(C)N=C(N)NC(C)C 2,3-diisopropyl-guanidine